N-(6-Chloropyridazin-3-yl)-5-(4-methylphenyl)-4-oxo-1-(tetrahydro-2H-pyran-4-ylmethyl)-1,4-dihydropyridine-3-carboxamide ClC1=CC=C(N=N1)NC(=O)C1=CN(C=C(C1=O)C1=CC=C(C=C1)C)CC1CCOCC1